2-chloro-3-ethyl-3H,4H,5H-pyrrolo[3,2-d]pyrimidin-4-one ClC=1N(C(C2=C(N1)C=CN2)=O)CC